COC1=C(C=C(C=C1)S(=O)(=O)N)NC1=NC=CC(=N1)NC1=CC=C2C(=NNC2=C1)C 4-methoxy-3-({4-[(3-methyl-1H-indazol-6-yl)amino]-2-pyrimidinyl}amino)benzenesulfonamide